CC(CO)=CC1=CC=CC=C1 2-methyl-3-phenyl-2-propen-1-ol